C(C1=CC=CC=C1)OCCN1N=C(N=C1)C=1C(=C(C=CC1)NC1=C(N=NC(=C1)NC(=O)C1CC1)C(=O)NOCCF)OC 4-((3-(1-(2-(benzyloxy)ethyl)-1H-1,2,4-triazol-3-yl)-2-methoxyphenyl)amino)-6-(cyclopropanecarboxamido)-N-(2-fluoroethoxy)pyridazine-3-carboxamide